1-(2-methoxy-4-pyridinyl)-1,2,4-triazole-3-carboxylic acid methyl ester COC(=O)C1=NN(C=N1)C1=CC(=NC=C1)OC